OC=1C=C(C=NC1)C#CC=1C=C(C(=O)N2CCN(CC2)C2=CC=C(C(=O)NC3=CC=C(C=C3)OC)C=C2)C=C(C1)C(F)(F)F 4-[4-[3-[2-(5-Hydroxypyridin-3-yl)ethynyl]-5-(trifluoromethyl)benzoyl]piperazin-1-yl]-N-(4-methoxyphenyl)benzamide